3-(6-((4-(4-amino-3-(4-phenoxyphenyl)-1H-pyrazolo[3,4-d]pyrimidin-1-yl)piperidin-1-yl)methyl)pyridin-3-yl)piperidine-2,6-dione NC1=C2C(=NC=N1)N(N=C2C2=CC=C(C=C2)OC2=CC=CC=C2)C2CCN(CC2)CC2=CC=C(C=N2)C2C(NC(CC2)=O)=O